C(C)(C)(C)OC(=O)N1[C@H](C[C@H](CC1)CCOC1=NC=C(C=C1Br)[N+](=O)[O-])C (2S,4S)-4-[2-[(3-bromo-5-nitro-2-pyridinyl)oxy]ethyl]-2-methyl-piperidine-1-carboxylic acid tert-butyl ester